OCC1N(CCC1)C(C)=O 1-[2-(hydroxymethyl)pyrrolidin-1-yl]ethan-1-one